difluoro-2-(5-fluoro-2-methoxyphenyl)acetamide FC(C(=O)N)(C1=C(C=CC(=C1)F)OC)F